salicylidene-ortho-aminophenol C(C=1C(O)=CC=CC1)=C1C(C(=CC=C1)O)N